(R)-1-((R)-3-fluoropyrrolidin-1-yl)propan-2-ol F[C@H]1CN(CC1)C[C@@H](C)O